(Z)-5-((1H-pyrrolo[2,3-b]pyridin-3-yl)methylene)-3-ethyl-2-thioxooxazolidin-4-one N1C=C(C=2C1=NC=CC2)\C=C/2\C(N(C(O2)=S)CC)=O